C(CCCCCCCCCCCCCCCCC)(=O)OC[C@@H](OC(CCCCCCCCCCCCCCCCC)=O)COP(=O)(O)O.C1=CCOS1(=O)=O 1-Propene-1,3-sultone 1,2-Distearoyl-sn-Glycero-3-Phosphate